3-((3-(4-(4-((4-(2-(3-chloro-5-cyanophenyl)prop-2-yl)phenoxy)methyl)pyrimidine-2-yl)piperazin-1-yl)azetidin-1-yl)methyl)pyrrolidine-1-carboxylate ClC=1C=C(C=C(C1)C#N)C(C)(C)C1=CC=C(OCC2=NC(=NC=C2)N2CCN(CC2)C2CN(C2)CC2CN(CC2)C(=O)[O-])C=C1